(S)-2-((1H-pyrazolo[3,4-d]pyrimidin-4-yl)amino)-4-((2-phenoxyethyl)(4-(5,6,7,8-tetrahydro-1,8-naphthyridin-2-yl)butyl)amino)butanoic acid N1N=CC=2C1=NC=NC2N[C@H](C(=O)O)CCN(CCCCC2=NC=1NCCCC1C=C2)CCOC2=CC=CC=C2